methyl-6'-(1-methyltriazol-4-yl)spiro[indoline-3,4'-piperidin]-2-one CN1CCC2(CC1C=1N=NN(C1)C)C(NC1=CC=CC=C12)=O